N-(5-cyclopropyl-1H-pyrazol-3-yl)-2-(6-(6-(pyrimidin-5-ylmethyl)-3,6-diazabicyclo[3.1.1]heptan-3-yl)pyridin-3-yl)quinazolin-4-amine C1(CC1)C1=CC(=NN1)NC1=NC(=NC2=CC=CC=C12)C=1C=NC(=CC1)N1CC2N(C(C1)C2)CC=2C=NC=NC2